C(C1=CC=CC=C1)OC=1C=C(C=C(C1)F)C1=CC=2C(=NC=CC2Cl)N1 2-(3-(benzyloxy)-5-fluorophenyl)-4-chloro-1H-pyrrolo[2,3-b]pyridine